ClC1=CC=C(C(=N1)N1CCCCC1)C(=O)N1C(CN(CC1)C)C1=CC=CC=C1 (6-chloro-2-piperidin-1-ylpyridin-3-yl)-(4-methyl-2-phenylpiperazin-1-yl)methanone